8H-porphyrin-3-carboxylic acid methyl ester COC(=O)C=1C=C2NC1C=C1CCC(=N1)C=C1C=CC(N1)=CC=1C=CC(N1)=C2